(3S)-2-[4-(1,3-benzoxazol-2-yl)-5-hydroxy-1-methyl-6-oxopyrimidin-2-yl]-3-phenyl-1,3-dihydroisoindole-5-carboxylic acid O1C(=NC2=C1C=CC=C2)C=2N=C(N(C(C2O)=O)C)N2CC1=CC=C(C=C1[C@@H]2C2=CC=CC=C2)C(=O)O